N-[(4-cyclopropyl-3-fluorophenyl)(phenyl)methyl]-4-fluoro-1-(2-{3-oxo-2H,3H-[1,2,4]triazolo[4,3-a]pyridin-8-yl}acetyl)pyrrolidine-2-carboxamide C1(CC1)C1=C(C=C(C=C1)C(NC(=O)C1N(CC(C1)F)C(CC=1C=2N(C=CC1)C(NN2)=O)=O)C2=CC=CC=C2)F